glycyl-glutamine NCC(=O)N[C@@H](CCC(N)=O)C(=O)O